[Si](C1=CC=CC=C1)(C1=CC=CC=C1)(C(C)(C)C)OC[C@H]1OC[C@@H]([C@@H]2[C@H]1OC(O2)(C)C)NC2=NC=CC(=N2)C(F)(F)F N-((3aR,4R,7S,7aR)-4-(((tert-butyldiphenylsilyl)oxy)methyl)-2,2-dimethyltetrahydro-4H-[1,3]dioxolo[4,5-c]pyran-7-yl)-4-(trifluoromethyl)pyrimidin-2-amine